ClC1=C(C(=C(C=C1OC)OC)Cl)N1C(C2=C(N=C(N=C2)N[C@@H]2COCC[C@@H]2NC(C=C)=O)C=2C1=CSC2)C N-((3S,4S)-3-((6-(2,6-dichloro-3,5-dimethoxyphenyl)-5-methyl-5,6-dihydrothieno[3',4':5,6]pyrido[4,3-d]pyrimidin-2-yl)amino)tetrahydro-2H-pyran-4-yl)acrylamide